3-(5-(4-morpholinophenyl)-1H-imidazol-2-yl)-1H-indazole-5-carboxylic acid O1CCN(CC1)C1=CC=C(C=C1)C1=CN=C(N1)C1=NNC2=CC=C(C=C12)C(=O)O